(2-{5-cyano-2-[(R)-6-methoxycarbonyl-7-methyl-3-oxo-8-(3-trifluoromethyl-phenyl)-2,3,5,8-tetrahydro-[1,2,4]triazolo[4,3-a]pyrimidin-5-yl]-phenyl}-ethyl)-trimethylammonium mesylate S(C)(=O)(=O)[O-].C(#N)C=1C=CC(=C(C1)CC[N+](C)(C)C)[C@@H]1C(=C(N(C=2N1C(NN2)=O)C2=CC(=CC=C2)C(F)(F)F)C)C(=O)OC